[Si](C)(C)(C(C)(C)C)OCCN1N=C(C=C1)C1CN(CCC1(F)F)[C@H](C(=O)NC1=NC=C(C=C1)OCC1CC1)C (2S)-2-(3-(1-(2-(tert-butyldimethylsilyloxy)ethyl)-1H-pyrazol-3-yl)-4,4-difluoropiperidin-1-yl)-N-(5-(cyclopropylmethoxy)pyridin-2-yl)propanamide